3-(4-(3-(2H-Tetrazol-5-yl)piperidin-1-yl)pyrimidin-2-yl)-6-(trifluoromethyl)imidazo[1,2-a]pyrazine N=1NN=NC1C1CN(CCC1)C1=NC(=NC=C1)C1=CN=C2N1C=C(N=C2)C(F)(F)F